tert-butyl 7-(5-chloro-2-(2-(5-cyano-6-(methoxymethyl)-2-methyl-4-oxopyrido[3,4-d]pyrimidin-3(4H)-yl)ethoxy)phenyl)-5-methylthieno[3,2-b]pyridine-3-carboxylate ClC=1C=CC(=C(C1)C1=C2C(=NC(=C1)C)C(=CS2)C(=O)OC(C)(C)C)OCCN2C(=NC1=C(C2=O)C(=C(N=C1)COC)C#N)C